3-(7-bromo-2-chloro-8-methyl-quinazolin-4-yl)-3,8-diazabicyclo[3.2.1]Octane-8-carboxylic acid tert-butyl ester C(C)(C)(C)OC(=O)N1C2CN(CC1CC2)C2=NC(=NC1=C(C(=CC=C21)Br)C)Cl